ethyl 2-[1-(dimethylsulfamoyl)-1H-pyrazol-4-yl]acetate CN(S(=O)(=O)N1N=CC(=C1)CC(=O)OCC)C